FC(C(=O)O)=C(F)F α,β,β-trifluoroacrylic acid